diethylphosphine Aluminum [Al].C(C)PCC